C1(=CC=CC2=CC=CC=C12)N=C=O α-naphthylisocyanat